3-(3,5-difluoro-4-(3-(1-methyl-1H-pyrazol-4-yl)-1H-pyrazolo[3,4-c]pyridin-5-yl)phenyl)-N-isopropylcyclobutylamine FC=1C=C(C=C(C1C=1C=C2C(=CN1)NN=C2C=2C=NN(C2)C)F)C2CC(C2)NC(C)C